FC=1C=C(CC=2N(C=3C(=C4CC[C@@H](N(C4=CC3)C(=O)OC)C)N2)C2CCCCC2)C=CC1 (1R,3R)-3-((S)-2-(3-Fluorobenzyl)-6-(methoxycarbonyl)-7-methyl-6,7,8,9-tetrahydro-3H-imidazo[4,5-f]chinolin-3-yl)cyclohexan